COC=1C=C(C=CC1CC=O)C1=CC(=C(C=C1)CC=O)OC 3,3'-dimethoxybiphenyl-4,4'-diacetaldehyde